O(C#N)C1=C(C=CC=C1Cl)Cl 1-cyanato-2,6-dichlorobenzene